ClC1=C(C=CC=C1Cl)N1CCN(CC1)C(\C=C\C1=CC(=C(C(=C1)O)O)O)=O (E)-1-(4-(2,3-dichlorophenyl)piperazin-1-yl)-3-(3,4,5-trihydroxyphenyl)prop-2-en-1-one